N[C@@H](CCC(=O)[O-])C(=O)OC(CCCCCCCCC=C)=O.[Na+].[Na+].C(CCCCCCCCC=C)(=O)OC([C@@H](N)CCC(=O)[O-])=O di-sodium undecylenoyl glutamate